4-chloro-2-fluoro-5-(2-oxaspiro[3.5]non-6-en-7-yl)aniline ClC1=CC(=C(N)C=C1C1=CCC2(COC2)CC1)F